COC(C1=CC(=C(C=C1)NN)F)=O.FC(C1(CC1)C1=CC=C(C=N1)C1CN(C1)C=O)(F)F [3-[6-[1-(trifluoromethyl)cyclopropyl]-3-pyridinyl]azetidin-1-yl]methanone methyl-3-fluoro-4-hydrazino-benzoate